6-hydroxy-4-(6-(6-(6-methoxynicotinoyl)-3,6-diazabicyclo[3.1.1]heptan-3-yl)pyridin-3-yl)pyrazolo[1,5-a]pyridine-3-carbonitrile OC=1C=C(C=2N(C1)N=CC2C#N)C=2C=NC(=CC2)N2CC1N(C(C2)C1)C(C1=CN=C(C=C1)OC)=O